COCOC1=C(C=CC(=C1)C=1C=NN(C1)C1OCCCC1)C1=CC=C(N=N1)N(C1C[C@@H]2CC[C@H](C1)N2C(=O)OC(C)(C)C)C tert-butyl (1S,5R)-3-[[6-[2-(methoxymethoxy)-4-(1-tetrahydropyran-2-ylpyrazol-4-yl)phenyl]pyridazin-3-yl]-methyl-amino]-8-azabicyclo[3.2.1]octane-8-carboxylate